silver lactic acid salt C(C(O)C)(=O)[O-].[Ag+]